2-(4-(4-chlorophenoxy)-3-fluorophenyl)ethan-1-ol ClC1=CC=C(OC2=C(C=C(C=C2)CCO)F)C=C1